C[Si](\C=C\C1=CC=CC=C1)(C1=CC=CC=C1)C (E)-dimethyl-(phenyl)(styryl)silane